CC1NCC(C2=C1SC=C2)C=2C=NN(C2)C 7-methyl-4-(1-methylpyrazol-4-yl)-5,7-dihydro-4H-thieno[2,3-c]pyridin